C(C)N[C@@H](CCCCNC([C@H](C)O)=O)C(=O)O ethyl-N6-((S)-2-hydroxypropionyl)-L-lysine